COC=1C=C2CCNC2=CC1 5-Methoxy-2,3-dihydro-1H-indole